IC1=C(C(=O)OCC)C(=CC(=C1C(=O)[O-])I)I ethyl 2,4,6-triiodoisophthalate